C1(CC1)C1=CC(=CC(=N1)N1C=NC=2C=C(NC2C1=O)CN(CC(F)(F)F)CCOC)C1=C(C=C(C=C1)F)C1=NN=CN1C 6-{6-cyclopropyl-4-[4-fluoro-2-(4-methyl-4H-1,2,4-triazol-3-yl)phenyl]-2-pyridyl}-2-{[(2-methoxyethyl)(2,2,2-trifluoroethyl)amino]methyl}-1,6-dihydro-1,4,6-triaza-7-indenone